OC(C)(C[C@H](CCC=C)S(=O)(=O)N)C (S)-2-HYDROXY-2-METHYLOCT-7-ENE-4-SULFONAMIDE